C(C)(C)(C)OC(=O)N1C[C@@H]([C@H](C1)C=1SC=CC1)C(NC1=C2C=CN=CC2=CC=C1)=O (3R,4R)-4-(thiophen-2-yl)-3-(isoquinolin-5-ylcarbamoyl)pyrrolidine-1-carboxylic acid tert-butyl ester